7-chloro-5-(2,4-difluorophenyl)-2-methyl-quinazoline ClC1=CC(=C2C=NC(=NC2=C1)C)C1=C(C=C(C=C1)F)F